COC(C1=C(C=C(C=C1)CNS(=O)(=O)C)S(=O)(=O)Cl)=O 4-Methylsulfonylaminomethyl-2-chlorosulfonylbenzoic acid methyl ester